4-([1,1'-biphenyl]-3-ylmethyl)-N-((S)-1-(((6-amino-2-methylpyridin-3-yl)methyl)amino)-1-oxopropan-2-yl)pyrrolidine-2-carboxamide dihydrochloride Cl.Cl.C1(=CC(=CC=C1)CC1CC(NC1)C(=O)N[C@H](C(=O)NCC=1C(=NC(=CC1)N)C)C)C1=CC=CC=C1